ClC=1C=C2C(=CC1)NC(C21CCN(CC1)CCOC1=CC(=C(C(=O)NC2CS(CC2)(=O)=O)C=C1)F)=O 4-(2-{5-chloro-2-oxo-1,2-dihydrospiro[indole-3,4'-piperidin]-1'-yl}ethoxy)-N-(1,1-dioxo-1λ6-thiolan-3-yl)-2-fluorobenzamide